NC1=C(SC=2NC(C=CC21)=O)C(=O)NCCC2=CC=C(C=C2)N2CCN(CC2)C(=O)OC(C)(C)C tert-butyl 4-(4-(2-(3-amino-6-oxo-6,7-dihydrothieno[2,3-b]pyridine-2-carboxamido)ethyl)phenyl)piperazine-1-carboxylate